CC=1N(C2=CC=CC=C2C1)CCCN 3-(2-Methyl-indol-1-yl)-propylamine